4'-bromo-4-biphenylboronic acid pinacol ester BrC1=CC=C(C=C1)C1=CC=C(C=C1)B1OC(C)(C)C(C)(C)O1